4-((2-(2-Methoxyethyl)amino-5-phenylthieno[2,3-d]pyrimidin-4-yl)aminomethyl)-benzenesulfonamide COCCNC=1N=C(C2=C(N1)SC=C2C2=CC=CC=C2)NCC2=CC=C(C=C2)S(=O)(=O)N